ClC1=NC=CC(=C1)N1CC2=CC=CC(=C2C1)C 2-(2-chloropyridin-4-yl)-4-methyl-1H-isoindole